Dichloromonofluoro-methan ClC(F)Cl